tert-butyl (2R,5R)-2-ethyl-4-(2-(hydroxymethyl)-5-methyl-6-oxo-5,6-dihydroimidazo[1,2-b]pyridazin-8-yl)-5-(methoxymethyl)piperazine-1-carboxylate C(C)[C@H]1N(C[C@@H](N(C1)C=1C=2N(N(C(C1)=O)C)C=C(N2)CO)COC)C(=O)OC(C)(C)C